5-(2,4-difluorophenyl)-N-[2-[4-[(E)-N-methoxy-C-methyl-carbonimidoyl]-2-pyridyl]-2-(1-methylpyrazol-4-yl)propyl]isoxazole-3-carboxamide FC1=C(C=CC(=C1)F)C1=CC(=NO1)C(=O)NCC(C)(C=1C=NN(C1)C)C1=NC=CC(=C1)/C(=N/OC)/C